Cl.CC(CCC(C)C)N 1,4-dimethyl-pentylamine hydrochloride salt